(3-hydroxy-3-(3-(1-(trifluoromethyl)cyclopropyl)phenyl)cyclobutyl)(methyl)carbamic acid OC1(CC(C1)N(C(O)=O)C)C1=CC(=CC=C1)C1(CC1)C(F)(F)F